C(C)C=1C(NC=2C=C(C=NC2C1)CN1CC2=C(CC1)N(N=C2)C=2C=CC(=NC2)C(=O)NC)=O 5-(5-((7-Ethyl-6-oxo-5,6-dihydro-1,5-naphthyridin-3-yl)methyl)-4,5,6,7-tetrahydro-1H-pyrazolo[4,3-c]pyridin-1-yl)-N-methylpyridinecarboxamide